dichlorodiphenyl-platinum Cl[Pt](C1=CC=CC=C1)(C1=CC=CC=C1)Cl